COC([C@@H](N(C(CCl)=O)CC(=O)NC1=C(C=CC(=C1)Cl)N1N=NN=C1)CCOC)=O N-(2-((5-chloro-2-(1H-tetrazol-1-yl)phenyl)amino)-2-oxoethyl)-N-(2-chloroacetyl)-O-methyl-homoserine methyl ester